P(=O)(O)(O)O.C(C)(=O)N[C@@H]1[C@H](CC(C(O)=O)(O)O[C@H]1[C@H](O)[C@H](O)CO)O N-acetylneuraminic acid monophosphate